FC=1C=C2CCCN(C2=C(C1)OC)C1=C(C#N)C(=CC=C1)S(=O)(=O)C(F)(F)F (6-fluoro-8-methoxy-3,4-dihydroquinolin-1(2H)-yl)-6-((trifluoromethyl)sulfonyl)benzonitrile